acetamide tert-Butyl-2-(2-(2-(2-((1E,3E)-4-(6-(methylamino)pyridin-3-yl)buta-1,3-dienyl)benzo[d]thiazol-6-yloxy)ethoxy)ethoxy)ethylcarbamate C(C)(C)(C)N(C(O)=O)CCOCCOCCOC1=CC2=C(N=C(S2)\C=C\C=C\C=2C=NC(=CC2)NC)C=C1.C(C)(=O)N